(S)-2-amino-5-(2-(5-fluoro-2-hydroxyphenyl)pyrrolidin-1-yl)-N-(2-hydroxyethyl)pyrazolo[1,5-a]pyrimidine-3-carboxamide NC1=NN2C(N=C(C=C2)N2[C@@H](CCC2)C2=C(C=CC(=C2)F)O)=C1C(=O)NCCO